Dibenzofuranylmethylimidazoline C1(=CC=CC=2OC3=C(C21)C=CC=C3)CN3C=NCC3